CN1N=CC(=C1)C(=O)N1CC2=CC(=CC(=C2C1)[C@H]1NCCC1)C=1C=C2C(=NC1)NC=C2C (S)-(1-methyl-1H-pyrazol-4-yl)(6-(3-methyl-1H-pyrrolo[2,3-b]pyridin-5-yl)-4-(pyrrolidin-2-yl)isoindolin-2-yl)methanone